(benzophenanthrenyl)naphthalene C1(=C2C=3C=CC=CC3C3=C(C2=CC=C1)C=CC=C3)C3=CC=CC1=CC=CC=C31